N-(6-ethoxy-5-((4-(1-methyl-1H-indol-3-yl)pyrimidin-2-yl)amino)-2-(4-methylpiperidin-1-yl)pyridin-3-yl)acrylamide C(C)OC1=C(C=C(C(=N1)N1CCC(CC1)C)NC(C=C)=O)NC1=NC=CC(=N1)C1=CN(C2=CC=CC=C12)C